5-methyl-4-fluoro-cycloheptane CC1C(CCCCC1)F